C(C1=CC=CC=C1)OC(=O)N1C2CC2CC(C1CC=1C(=C(C=CC1)C1=CC(=CC(=C1)F)F)F)N 4-amino-3-((2,3',5'-trifluoro-[1,1'-biphenyl]-3-yl)methyl)-2-azabicyclo[4.1.0]heptane-2-carboxylic acid benzyl ester